(Z)-N-Methyl-N-(1-(3-((2-methylhydrazineylidene)methyl)pyrazin-2-yl)ethyl)-3,5-bis(trifluoromethyl)benzamide CN(C(C1=CC(=CC(=C1)C(F)(F)F)C(F)(F)F)=O)C(C)C1=NC=CN=C1\C=N/NC